P(=O)(OCCCC)(OCCCC)OC1=CC=C(C=C1)N(C)C dibutyl 4-dimethylaminophenyl phosphate